N5-(4-(2-(pyrrolidin-1-yl)ethoxy)phenethyl)-2-(furan-2-yl)-N5-methyl-[1,2,4]triazolo[1,5-a][1,3,5]triazine-5,7-diamine N1(CCCC1)CCOC1=CC=C(CCN(C2=NC=3N(C(=N2)N)N=C(N3)C=3OC=CC3)C)C=C1